(R)-N-(5-(difluoromethoxy)-1H-pyrazol-3-yl)-1-(1-phenylethyl)-1H-imidazo[4,5-b]pyrazin-6-amine FC(OC1=CC(=NN1)NC1=CN=C2C(=N1)N(C=N2)[C@H](C)C2=CC=CC=C2)F